BrC1=CC2=C(N=C(N=C2)NC2CCN(CC2)S(=O)(=O)C)N(C1=O)[C@H]1C2(CC2)C(CC1)O 6-bromo-8-((4R)-7-hydroxyspiro[2.4]heptan-4-yl)-2-((1-(methylsulfonyl)piperidin-4-yl)amino)pyrido[2,3-d]pyrimidin-7(8H)-one